C(CCCCCCC\C=C/C\C=C/CCCCC)(=O)OCC(COC(CCC(OCCCCCCCC)OCCCCCCCC)=O)COC(=O)OCCCN(CC)CC.CC=CC dimethyl (ethylene) (9Z,12Z)-3-((4,4-bis-(octyloxy)butanoyl)-oxy)-2-((((3-(diethyl-amino)propoxy)carbonyl)oxy)methyl)propyl octadeca-9,12-dienoate